CC(COC1=CC=C(C=O)C=C1)CCC 4-((2-methylpentyl)oxy)benzaldehyde